[S-2].[Gd+3].[S-2].[S-2].[Gd+3] gadolinium sulfide